heptatetracontane CCCCCCCCCCCCCCCCCCCCCCCCCCCCCCCCCCCCCCCCCCCCCCC